CN1CCC(CC1)(OC(CC)=O)C1=CC=CC=C1 1-Methyl-4-phenyl-4-propionoxy-piperidine